30-hydroxytriacontanol OCCCCCCCCCCCCCCCCCCCCCCCCCCCCCCO